ClC1=C(C(=CC=C1)F)C1CC(=NO1)C=1N=C(SC1)C1CCN(CC1)C(COC1=NC=CN=C1S(=O)(=O)C)=O 1-(4-(4-(5-(2-chloro-6-fluorophenyl)-4,5-dihydroisoxazol-3-yl)thiazol-2-yl)piperidin-1-yl)-2-((3-(methylsulfonyl)pyrazin-2-yl)oxy)ethan-1-one